9-((1s,4s)-4-Hydroxycyclohexyl)-7-methyl-2-((7-methylchinolin-6-yl)amino)-7,9-dihydro-8H-purin-8-on OC1CCC(CC1)N1C2=NC(=NC=C2N(C1=O)C)NC=1C=C2C=CC=NC2=CC1C